OCC1=NN=C(S1)NC(O[C@H]1[C@H](NC[C@@H]1O)CC1=CC=C(C=C1)OC)=O (2R,3S,4S)-4-hydroxy-2-[(4-methoxyphenyl)methyl]pyrrolidin-3-yl N-[5-(hydroxymethyl)-1,3,4-thiadiazol-2-yl]carbamate